5-(4-bromo-3-chlorophenoxy)-1H-indole-2-carboxylic acid BrC1=C(C=C(OC=2C=C3C=C(NC3=CC2)C(=O)O)C=C1)Cl